methylethoxymethoxyhydroxysilane C[SiH](O)OCOCC